ClC=1C=C(C(=O)NC2=CC(=C(C=C2)F)[C@H](C)NC=2C=NC=3C(N2)=NN(C3)CC)C=CC1N1CCN(CC1)C (S)-3-chloro-N-(3-(1-((2-ethyl-2H-pyrazolo[3,4-b]pyrazin-6-yl)amino)ethyl)-4-fluorophenyl)-4-(4-methylpiperazin-1-yl)benzamide